3-(Ethyl(methyl)amino)-N-((1,2,3,5,6,7-hexahydro-s-indacen-4-yl)carbamoyl)propane-1-sulfonamide, potassium salt [K].C(C)N(CCCS(=O)(=O)NC(NC1=C2CCCC2=CC=2CCCC12)=O)C